N-{4-[2-(2-chloro-4-fluorophenyl)acetylamino]pyridin-2-yl}-N-(2,4-difluorophenyl)acetamide ClC1=C(C=CC(=C1)F)CC(=O)NC1=CC(=NC=C1)N(C(C)=O)C1=C(C=C(C=C1)F)F